5-fluoro-6-oxo-1H-pyridine-3-carboxylic acid FC1=CC(=CNC1=O)C(=O)O